(R)-9-fluoro-2,3-dihydro-3-methyl-10-(4-t-butoxycarbonyl-3-(1-hydroxyethyl)-1-piperazinyl)-7-oxo-(3S)-7H-pyrido[1,2,3-de]-1,4-benzoxazine-6-carboxylic acid FC=1C(=C2C=3N([C@H](CO2)C)C=C(C(C3C1)=O)C(=O)O)N1C[C@@H](N(CC1)C(=O)OC(C)(C)C)C(C)O